CS(=O)(C)=NC1=CC=C(NC2=NC=C(C(=N2)N2C=C(C3=CC=CC=C23)C(C)O)C)C=C1 1-[1-[2-[4-[[dimethyl(oxo)-λ6-sulfanylidene]amino]anilino]-5-methyl-pyrimidin-4-yl]indol-3-yl]ethanol